N-((1r,4r)-4-(3-Chloro-4-cyanophenoxy)cyclohexyl)-6-(4-(((S)-3-(4-(2,4-dioxotetrahydropyrimidin-1(2H)-yl)-1H-indol-1-yl)piperidin-1-yl)methyl)piperidin-1-yl)pyridazine ClC=1C=C(OC2CCC(CC2)N2NC=CC=C2N2CCC(CC2)CN2C[C@H](CCC2)N2C=CC3=C(C=CC=C23)N2C(NC(CC2)=O)=O)C=CC1C#N